ClC=1C=CC(=NC1C(C)(C)O)N1CC2C(C1)CNC2 (3R,6S)-5-(5-chloro-6-(2-hydroxypropan-2-yl)pyridin-2-yl)hexahydropyrrolo[3,4-c]pyrrole